α-cyano-ethylacrylonitrile C(#N)C(C#N)=CCC